((1-ethyl-1H-imidazol-5-yl)methyl)-2-((3-(3-phenoxyphenyl)pyrrolidin-1-yl)methyl)-1H-benzo[d]imidazole-6-carboxylic acid C(C)N1C=NC=C1CN1C(=NC2=C1C=C(C=C2)C(=O)O)CN2CC(CC2)C2=CC(=CC=C2)OC2=CC=CC=C2